l-1-(3,3-dimethyl-7-(4-(trifluoromethyl)phenyl)-3,4-dihydroisoquinolin-2(1H)-yl)prop-2-en CC1(N(CC2=CC(=CC=C2C1)C1=CC=C(C=C1)C(F)(F)F)CC=C)C